[3-(4-AMINOCINNOLIN-7-YL)-4-(1,2,2,2-TETRAFLUOROETHOXY)PHENYL]BORONIC ACID NC1=CN=NC2=CC(=CC=C12)C=1C=C(C=CC1OC(C(F)(F)F)F)B(O)O